BrC1=C(SC=C1)CCO[Si](C)(C)C(C)(C)C (2-(3-bromothien-2-yl)ethoxy)(tert-butyl)dimethylsilane